BrC1=CC(=C(C=C1Cl)C=1CCN(CC1)C(=O)OC(C)(C)C)F tert-butyl 4-(4-bromo-5-chloro-2-fluorophenyl)-3,6-dihydropyridine-1(2H)-carboxylate